OC1=C(C=C2C(NC(NC2=O)=O)=O)C=CC(=C1)O 5-(2,4-Dihydroxybenzylidene)pyrimidine-2,4,6(1H,3H,5H)-trione